O=C1N(C(C2=CC=CC=C12)=O)CC(=O)NC1=C(C=CC=C1)S(=O)(=O)C 2-(1,3-dioxo-2,3-dihydro-1H-isoindol-2-yl)-N-(2-methanesulfonylphenyl)acetamide